9,9',9'',9'''-(4-(2-(2,6-diphenylpyridin-4-yl)phenyl)pyridine-2,3,5,6-tetrayl)tetrakis(9H-carbazole-3-carbonitrile) C1(=CC=CC=C1)C1=NC(=CC(=C1)C1=C(C=CC=C1)C1=C(C(=NC(=C1N1C2=CC=CC=C2C=2C=C(C=CC12)C#N)N1C2=CC=CC=C2C=2C=C(C=CC12)C#N)N1C2=CC=CC=C2C=2C=C(C=CC12)C#N)N1C2=CC=CC=C2C=2C=C(C=CC12)C#N)C1=CC=CC=C1